(3-hydroxycyclopentyl)octanoate OC1CC(CC1)OC(CCCCCCC)=O